2-(3-bromo-4-fluorobenzyl)-4,6-dihydropyrrolo[3,4-c]pyrazole-5(2H)-carboxylic acid tert-butyl ester C(C)(C)(C)OC(=O)N1CC2=NN(C=C2C1)CC1=CC(=C(C=C1)F)Br